2-(6-{3-[(cyclopropylmethyl)amino]-3-methylpyrrolidin-1-yl}pyridazin-3-yl)-5-(2-methyl-1,3-thiazol-5-yl)phenol C1(CC1)CNC1(CN(CC1)C1=CC=C(N=N1)C1=C(C=C(C=C1)C1=CN=C(S1)C)O)C